C1(CC1)C=1C(=CC(=C(CN2CCC3(CN(C(O3)=O)C3CCC(CC3)(C(=O)NCCCS(=O)(=O)O)C)CC2)C1)OCC)C1=NC=C(C=C1)F 3-((1s,4s)-4-(8-(5-cyclopropyl-2-ethoxy-4-(5-fluoropyridin-2-yl)benzyl)-2-oxo-1-oxa-3,8-diazaspiro[4.5]decan-3-yl)-1-methylcyclohexane-1-carboxamido)propane-1-sulfonic acid